[O-]CCCC.C[Al+]C dimethyl-aluminum n-butoxide